NC1=NC(=CC(=N1)N1CCC2(C[C@H](NC2)C(=O)O)CC1)O[C@@H](C(F)(F)F)C1=CC=C(C=C1)C1=CC=C2C=CC=NC2=C1 (S)-8-(2-amino-6-((R)-2,2,2-trifluoro-1-(4-(quinolin-7-yl)phenyl)ethoxy)pyrimidin-4-yl)-2,8-diazaspiro[4.5]decane-3-carboxylic acid